eicosanyl oleate C(CCCCCCC\C=C/CCCCCCCC)(=O)OCCCCCCCCCCCCCCCCCCCC